Cl[Si](OC(CC(C)C)C)(OC(CC(C)C)C)OC(CC(C)C)C chlorotris(1,3-dimethylbutoxy)-silane